C(C1=CC=CC=C1)C1=C(SC=2N3C(COCC21)=NN=C3C)C#CC=3C=CC(=NC3)CCCC(=O)O 4-(5-((3-benzyl-9-methyl-4H,6H-thieno[2,3-e][1,2,4]triazolo[3,4-c][1,4]oxazepin-2-yl)ethynyl)pyridin-2-yl)butanoic acid